SC1=NC=2N=C(NC(C2N1)=O)N 8-mercaptoguanine